C(C)OC(C(CC#N)(C=1OC(=NN1)C=1C(=NC=CC1)NC1=CC=C(C=C1)C(F)(F)F)C)=O 3-Cyano-2-methyl-2-[5-[2-[4-(trifluoromethyl)anilino]-3-pyridinyl]-1,3,4-oxadiazol-2-yl]propionic acid ethyl ester